F[C@@]1(CN(CC[C@H]1OC)C1=NC=CC(=N1)N)C 2-((3R,4R)-3-fluoro-4-methoxy-3-methylpiperidin-1-yl)pyrimidin-4-amine